N1N=CC2=C1CN(C2)C(=O)N 4,6-dihydro-1H-pyrrolo[3,4-c]pyrazole-5-carboxamide